O=C1NC(CCC1N1CC2=CC=C(C=C2C1=O)NCC(=O)O)=O (2-(2,6-dioxopiperidin-3-yl)-3-oxoisoindolin-5-yl)glycine